N,N-dimethylquinoline-2-carboxamide CN(C(=O)C1=NC2=CC=CC=C2C=C1)C